C(CCC)O[Bi] butoxybismuth